NCC1CC12C(N(CC1=CC=C(C(=C21)Cl)Cl)CC)=O 2-(aminomethyl)-5',6'-dichloro-2'-ethyl-1',2'-dihydro-3'H-spiro[cyclopropane-1,4'-isoquinoline]-3'-one